N1-(5-chloro-2-(2-methoxyethoxy)benzyl)cyclohexane-1,4-diamine ClC=1C=CC(=C(CNC2CCC(CC2)N)C1)OCCOC